C(C)(=O)N[C@H]1C(CCC[C@@H]1NCC1=CC2=C(SC3=C2C=CC=C3)C=C1)OC(CC)CC (4R,5S)-4-Acetylamino-5-((dibenzo[b,d]thiophen-2-ylmethyl)amino)-3-(pent-3-oxy)cyclohexane